6-methoxy-2-[(1s,4s)-4-[(3-[4-(2,6-dioxopiperidin-3-yl)-2-fluorophenyl]prop-2-yn-1-yl(methyl)amino)methyl]cyclohexyl]indazol-5-yl-6-(trifluoromethyl)pyridine-2-carboxamide COC=1C(=CC2=CN(N=C2C1)C1CCC(CC1)CN(C)CC#CC1=C(C=C(C=C1)C1C(NC(CC1)=O)=O)F)C=1C(=NC(=CC1)C(F)(F)F)C(=O)N